(S)-3-(benzyl-((R)-1-phenylethyl)amino)-3-(5-bromo-2-fluorophenyl)propanoic acid ethyl ester C(C)OC(C[C@@H](C1=C(C=CC(=C1)Br)F)N([C@H](C)C1=CC=CC=C1)CC1=CC=CC=C1)=O